1-Benzyl N-[2-[2-(2-hydroxyethoxy)ethoxy]ethyl]carbamate OCCOCCOCCNC(OCC1=CC=CC=C1)=O